O=C1N(CCC1N1C(NC2(CC(C2)C2=CC=CC=C2)C1=O)=O)CC(F)(F)F 7-[2-oxo-1-(2,2,2-trifluoroethyl)pyrrolidin-3-yl]-2-phenyl-5,7-diazaspiro[3.4]octane-6,8-dione